5-(4-amino-5-(trifluoromethyl)pyrrolo[2,1-f][1,2,4]triazin-7-yl)-3-fluoro-2-methylbenzoic acid, sodium salt [Na+].NC1=NC=NN2C1=C(C=C2C=2C=C(C(=C(C(=O)[O-])C2)C)F)C(F)(F)F